C(C)OC(=C)C=1N=NC=C(C1C(C)C)C1=CC(=NN1)C1(CC1)F 2-{3-(1-ethoxyvinyl)-5-[3-(1-fluorocyclopropyl)-1H-pyrazol-5-yl]pyridazin-4-yl}propane